N-(3-fluorophenyl)-4-(2-(4-hydroxypiperidin-1-yl)benzyl)piperazine-1-carboxamide FC=1C=C(C=CC1)NC(=O)N1CCN(CC1)CC1=C(C=CC=C1)N1CCC(CC1)O